CC(CC[C@@H](C=1N=NNN1)NC1=NC=NC2=CC=CC=C12)(C)C [(S)-4,4-dimethyl-1-(2H-tetraazol-5-yl)pentyl]-4-quinazolinylamine